N1N=CC2=CC(=CC=C12)NC1=NC(=NC=C1)C=1C=CC2=C(SC(=C2)C(=O)NC2CCN(CC2)C)C1 6-(4-((1H-indazol-5-yl)amino)pyrimidin-2-yl)-N-(1-methylpiperidin-4-yl)benzo[b]thiophene-2-carboxamide